(1-(4-ethylphenyl)vinyl)diphenylphosphin oxide C(C)C1=CC=C(C=C1)C(=C)P(C1=CC=CC=C1)(C1=CC=CC=C1)=O